BrC1=C(C=C(C(=C1)[N+](=O)[O-])C(F)(F)F)F 1-bromo-2-fluoro-4-trifluoromethyl-5-nitrobenzene